4-methoxyphenyl pyridine-1(2H)-carboxylate N1(CC=CC=C1)C(=O)OC1=CC=C(C=C1)OC